NC1=C2C(\C(\C(=CC2=CC(=C1N=NC1=CC=C(C=C1)[N+](=O)[O-])S(=O)(=O)O)S(=O)(=O)O)=N/NC1=CC=C(C=C1)C1=CC=C(C=C1)N=NC1=CC=C(C2=CC(=CC=C12)S(=O)(=O)O)N)=O (3E)-5-amino-3-[[4-[4-[(4-amino-6-sulfonaphthalen-1-yl)diazenyl]phenyl]phenyl]hydrazinylidene]-6-[(4-nitrophenyl)diazenyl]-4-oxonaphthalene-2,7-disulfonic acid